Iminoketene N=C=C=O